FCCOC1=CC=CC=2C=C(OC21)C(C)=O 1-(7-(2-fluoroethoxy)benzofuran-2-yl)ethan-1-one